5-(3-(difluoromethyl)imidazo[1,2-b]pyridazin-6-yl)-2-isobutyl-7H-pyrrolo[2,3-d]pyrimidine FC(C1=CN=C2N1N=C(C=C2)C2=CNC=1N=C(N=CC12)CC(C)C)F